C(C#C)O[C@H]1CNCC1 (R)-3-(prop-2-yn-1-yloxy)pyrrolidine